ClC=1C=C(C=CC1C1CC1)N1CC(C1)C1=CC(=C(CN2CC(C2)(O)C)C(=C1)C)C 1-(4-(1-(3-chloro-4-cyclopropylphenyl)azetidin-3-yl)-2,6-dimethylbenzyl)-3-methylazetidin-3-ol